FC=1C=CC(=NC1)[C@@H](C)N |r| rac-1-(5-fluoropyridin-2-yl)ethanamine